4-[2-(4-aminopiperidin-1-yl)-5-(1-methylbenzimidazol-5-yl)pyrimidin-4-yl]-2-fluorobenzonitrile NC1CCN(CC1)C1=NC=C(C(=N1)C1=CC(=C(C#N)C=C1)F)C1=CC2=C(N(C=N2)C)C=C1